tert-butyl 2-(2-benzyl-2-((ethylthio)carbonyl)hydrazine-1-carbonyl)pyrrolidine-1-carboxylate C(C1=CC=CC=C1)N(NC(=O)C1N(CCC1)C(=O)OC(C)(C)C)C(=O)SCC